CC1(CN(CCC1CN1C(C=C(C=C1)C1=CC=CC=C1)=O)C(=O)N1[C@@H](CN(CC1)C(=O)OC(C)(C)C)C1=CC=CC=C1)C tert-butyl (3R)-4-(3,3-dimethyl-4-((2-oxo-4-phenylpyridin-1(2H)-yl)methyl)piperidine-1-carbonyl)-3-phenylpiperazine-1-carboxylate